pyrazolo[3,4-b]pyridine-4-carboxamide N1N=CC2=C1N=CC=C2C(=O)N